N-hydroxy-3-(5-(4-methylpiperazin-1-yl)-1H-benzimidazol-2-yl)benzamide ONC(C1=CC(=CC=C1)C1=NC2=C(N1)C=CC(=C2)N2CCN(CC2)C)=O